N-(2-chloroethyl)-N-methylcyclopropylamine ClCCN(C)C1CC1